3-[6-bromo-3-(2-fluoro-5-methyl-3-pyridinyl)-2,4-dioxo-thieno[3,2-d]pyrimidin-1-yl]propionitrile BrC1=CC=2N(C(N(C(C2S1)=O)C=1C(=NC=C(C1)C)F)=O)CCC#N